3-(phenylcarbamoyl)phenylboronic acid C1(=CC=CC=C1)NC(=O)C=1C=C(C=CC1)B(O)O